1-{7-[7-fluoro-3-(methoxymethoxy)-8-[2-(triisopropylsilyl)ethynyl]naphthalen-1-yl]-2-(methylsulfanyl)pyrido[4,3-d]pyrimidin-5-yl}azetidine FC1=CC=C2C=C(C=C(C2=C1C#C[Si](C(C)C)(C(C)C)C(C)C)C1=CC=2N=C(N=CC2C(=N1)N1CCC1)SC)OCOC